stearic acid triethanolamine salt N(CCO)(CCO)CCO.C(CCCCCCCCCCCCCCCCC)(=O)O